1-(4-(4-chloro-1-methyl-1H-imidazol-2-yl)cyclohexyl)ethan-1-one ClC=1N=C(N(C1)C)C1CCC(CC1)C(C)=O